CN(CCOC(=O)N[C@@H](CC(=O)OCCCCCCCCCCCCCCCC)C(=O)OCCCCCCCCCCCCCCCC)C Dihexadecyl ((2-(dimethylamino)ethoxy)carbonyl)-L-aspartate